N-(3-(4-(((1S,4S)-4-(dimethylamino)cyclohexyl)amino)-1-(2,2,2-trifluoroethyl)-1H-indol-2-yl)prop-2-yn-1-yl)-N-(2-hydroxy-4-(methylsulfonyl)phenyl)isobutyramide CN(C1CCC(CC1)NC1=C2C=C(N(C2=CC=C1)CC(F)(F)F)C#CCN(C(C(C)C)=O)C1=C(C=C(C=C1)S(=O)(=O)C)O)C